N-[(1R,3s,5S)-1,5-Dimethyl-8-azabicyclo[3.2.1]octan-3-yl]-5-[5-(2-methoxypyridin-4-yl)pyrazin-2-yl]-N-methyl[1,3]thiazolo[5,4-d][1,3]thiazol-2-amin C[C@]12CC(C[C@](CC1)(N2)C)N(C=2SC=1N=C(SC1N2)C2=NC=C(N=C2)C2=CC(=NC=C2)OC)C